N-(4-(10-phenylanthracene-9-yl)phenyl)aniline C1(=CC=CC=C1)C1=C2C=CC=CC2=C(C2=CC=CC=C12)C1=CC=C(C=C1)NC1=CC=CC=C1